C(#N)C1=CC=C2C=NC(=NC2=C1OC1CCC1)NC1=CC(=NC=C1)CSC 7-cyano-8-cyclobutoxy-N-(2-((methylthio)methyl)pyridin-4-yl)quinazolin-2-amine